methyl 5-((2-chloro-4-((5-cyclopropyl-3-(2,6-dichlorophenyl) isoxazol-4-yl) methoxy) phenyl) ethynyl)-2-fluorobenzoate ClC1=C(C=CC(=C1)OCC=1C(=NOC1C1CC1)C1=C(C=CC=C1Cl)Cl)C#CC=1C=CC(=C(C(=O)OC)C1)F